NC(C(F)(F)F)C1=CN(C2=CC(=CC=C12)Br)C(C(C)C)=O 1-(3-(1-amino-2,2,2-trifluoroethyl)-6-bromo-1H-indol-1-yl)-2-methylpropan-1-one